3-[6-(2-chloro-4-fluoro-phenyl)-3-(1-methyltriazolo[4,5-c]pyridin-7-yl)-2,4-dioxo-thieno[3,2-d]pyrimidin-1-yl]propanenitrile ClC1=C(C=CC(=C1)F)C1=CC=2N(C(N(C(C2S1)=O)C=1C2=C(C=NC1)N=NN2C)=O)CCC#N